NCCN1C(C2=CC(=CC=C2C2(CCNCC2)C1=O)OC(C)C)C1CCC(CC1)C(C)C 2-(2-aminoethyl)-7-isopropoxy-1-((1s,4s)-4-isopropylcyclohexyl)-1,2-dihydro-3H-spiro[isoquinoline-4,4-piperidin]-3-one